(2S,4S)-N-((R)-1-(4-carbamimidoylthiophen-2-yl)ethyl)-1-((9,9-difluoro-9H-fluorene-3-carbonyl)glycyl)-4-methylpyrrolidine-2-carboxamide C(N)(=N)C=1C=C(SC1)[C@@H](C)NC(=O)[C@H]1N(C[C@H](C1)C)C(CNC(=O)C=1C=CC=2C(C3=CC=CC=C3C2C1)(F)F)=O